CS(=O)(=O)N1CCC2=CC=CC(=C12)C1(NC(=NC=C1)N)N 4-(1-(methylsulfonyl)indolin-7-yl)pyrimidine-2,4-diamine